C(#N)C1=CC=C(C2=C1C(=CO2)C)COC2=CC=CC(=N2)C=2CCN(CC2)CC2=NC1=C(N2C[C@H]2OCC2)C=C(C=C1)C(=O)O (S)-2-((6-((4-cyano-3-methylbenzofuran-7-yl)methoxy)-3',6'-dihydro-[2,4'-Bipyridyl]-1'(2'H)-yl)methyl)-1-(oxetane-2-ylmethyl)-1H-benzo[d]imidazole-6-carboxylic acid